pentafluorophenyl 4-(bis(4H-benzo[d][1,3]dioxin-6-yl)methyl)piperazine-1-carboxylate O1COCC2=C1C=CC(=C2)C(N2CCN(CC2)C(=O)OC2=C(C(=C(C(=C2F)F)F)F)F)C2=CC1=C(OCOC1)C=C2